OC1=CC=C(C=C1)C=1C=CC=2N(N1)C=C(N2)CC(=O)OCC ethyl 2-(6-(4-hydroxyphenyl)imidazo[1,2-b]pyridazin-2-yl)acetate